COC(=O)[C@@H]1[C@@H](C1)C(=O)O cis-2-(methoxycarbonyl)cyclopropane-1-carboxylic acid